C(C1=NN(C(=N1)CC(C)C)CC1=CC=C(C=C1)C=C)C1=NN(C(=N1)CC(C)C)CC1=CC=C(C=C1)C=C 3,3'-methylenebis[1-(4-vinylbenzyl)-5-isobutyl-1H-1,2,4-triazole]